BrC=1C(=C2C(=NC1)NC[C@]21C[C@H](CC1)C(=O)O)Cl |r| (1RS,3SR)-5'-Bromo-4'-chloro-1',2'-dihydrospiro[cyclopentane-1,3'-pyrrolo[2,3-b]pyridine]-3-carboxylic Acid